NC1=C(N=CC2=C(C=CC=C12)C1=NC=CC=C1C)C(=O)NCCC 4-amino-8-(3-methylpyridin-2-yl)-N-propylisoquinoline-3-carboxamide